ClC=1C(=C(CN)C=CC1Cl)OC 3,4-dichloro-2-methoxybenzyl-amine